C=1N=CN2C1C1=CC=CC=C1C2C(C)(O)C=2NC=CN2 1-(5H-imidazo[5,1-a]isoindol-5-yl)-1-(1H-imidazol-2-yl)ethan-1-ol